C(CC(=O)N[C@@H](CSC=O)C(=O)NCC(=O)O)[C@@H](C(=O)O)N The molecule is a S-acylglutathione in which the acyl group specified is formyl. It has a role as a human metabolite, an Escherichia coli metabolite, a Saccharomyces cerevisiae metabolite and a mouse metabolite. It is a conjugate acid of a S-formylglutathionate(1-).